5,5-dimethyl-3-(3-(trifluoromethyl)-1-((2-(trimethylsilyl)ethoxy)methyl)-1H-indazol-6-yl)imidazolidine-2,4-dione CC1(C(N(C(N1)=O)C1=CC=C2C(=NN(C2=C1)COCC[Si](C)(C)C)C(F)(F)F)=O)C